(P)-1-(4-bromo-5-chloro-2-methoxyphenyl)-2-oxo-1,2-dihydroquinoline-6-sulfonate BrC1=CC(=C(C=C1Cl)N1C(C=CC2=CC(=CC=C12)S(=O)(=O)[O-])=O)OC